N-methylglycyl-N-methylglycine CNCC(=O)N(CC(=O)O)C